2-phenyl-3,4-thiophenedicarboxylic acid C1(=CC=CC=C1)C=1SC=C(C1C(=O)O)C(=O)O